N,N'-[5-bromo-1,3-phenylenebis(methylene)]bis(isoindolin-1-one) BrC=1C=C(C=C(C1)CN1C(C2=CC=CC=C2C1)=O)CN1C(C2=CC=CC=C2C1)=O